C(C)(C)OC1=CC=C(C=C1)C(C)C1=CC=2NC3=CC=CC=C3SC2C=C1 2-(1-(4-isopropoxyphenyl)ethyl)-10H-phenothiazine